O1C=CC2=C1C=CC=C2 1-benzofurane